NCC(CN1CCC(CC1)C1=CC=C(C=C1)NC1=NC(=CN=C1C(N)=O)N1CCCCC1)C1CC2(CN(C2)C(=O)OC(C)(C)C)C1 Tert-butyl 6-(1-amino-3-(4-(4-((3-carbamoyl-6-(piperidin-1-yl)pyrazin-2-yl)amino)phenyl)piperidin-1-yl)propan-2-yl)-2-azaspiro[3.3]heptane-2-carboxylate